1-(3-Bromo-5-methylphenyl)ethan-1-ol BrC=1C=C(C=C(C1)C)C(C)O